5-Isoquinolinesulfonic acid C1=NC=CC=2C(=CC=CC12)S(=O)(=O)O